The molecule is the carbohydrate acid derivative that is the allyl glycoside of 7-azido-7-deoxy-7-epi-Kdo. It is a carbohydrate acid derivative, a glycoside and an azide. It derives from a 7-epi-Kdo. It is a conjugate acid of an (allyl 7-azido-3,7-dideoxy-beta-L-gulo-oct-2-ulopyranosid)onate. C=CCO[C@@]1(C[C@H]([C@H]([C@H](O1)[C@H](CO)N=[N+]=[N-])O)O)C(=O)O